ClC1=CC=CC2=C1C1=C(O2)C=CC2=C1OC1=C2C=CC=C1 1-chlorobenzo[1,2-b:3,4-b']bisbenzofuran